2-(2-fluorobenzyl)-6-((1R,2R)-2-fluorocyclopropyl)-3-methyl-2,6-dihydro-7H-pyrazolo[3,4-d]pyridazin-7-one FC1=C(CN2N=C3C(N(N=CC3=C2C)[C@H]2[C@@H](C2)F)=O)C=CC=C1